5-{6,6-difluoro-2-azaspiro[3.3]heptan-2-yl}-2-([6-({[(3-fluorocyclobutyl)methyl]amino}methyl)imidazo[1,2-a]pyridin-2-yl]methyl)-1,2-dihydro-2,7-naphthyridin-1-one FC1(CC2(CN(C2)C2=C3C=CN(C(C3=CN=C2)=O)CC=2N=C3N(C=C(C=C3)CNCC3CC(C3)F)C2)C1)F